FC(C(C(F)(F)F)OC(=O)N1CCC2(CCCN2CC=2C=C(C=C(C2)C(F)(F)F)NCCC(=O)O)CC1)(F)F 3-((3-((8-(((1,1,1,3,3,3-hexafluoropropan-2-yl)oxy)carbonyl)-1,8-diazaspiro[4.5]decan-1-yl)methyl)-5-(trifluoromethyl)phenyl)amino)propanoic acid